CN1C(C(C2=CC(=CC=C12)C)(C)CC(=O)OC)=O methyl 2-(1,3,5-trimethyl-2-oxoindolin-3-yl)acetate